ClC=1C(=NC(=NC1)NC1=C(C=C(C=C1)N1CCC(CC1)N1CCN(CC1)C)OC(F)F)NC=1C(=CSC1)C(=O)N 4-((5-chloro-2-((2-(difluorometh-oxy)-4-(4-(4-methylpiperazin-1-yl)piperidin-1-yl)phenyl)amino)-pyrimidin-4-yl)amino)thiophene-3-carboxamide